2-[4-(4,5-dimethyl-1,2,4-triazol-3-yl)piperidin-1-yl]-3-(5-fluoropyridin-3-yl)benzene-1-carbonitrile CN1C(=NN=C1C)C1CCN(CC1)C1=C(C=CC=C1C=1C=NC=C(C1)F)C#N